dichloropalladium(0) Cl[Pd-2]Cl